(4-aminophenoxy)-3-methoxyprop-2-yl acrylate C(C=C)(=O)OC(C)C(OC)OC1=CC=C(C=C1)N